CC1(CCC(CC1)N=C=O)C dimethyl-cyclohexyl isocyanate